3-bromo-5-(1,2,3,6-tetrahydropyridin-2-yl)pyridine BrC=1C=NC=C(C1)C1NCC=CC1